N-(4-(5-(4-(3-aza-bicyclo[3.2.1]octane-3-carbonyl)phenyl)-4-amino-7-methyl-7H-pyrrolo[2,3-d]pyrimidin-6-yl)phenyl)methacrylamide C12CN(CC(CC1)C2)C(=O)C2=CC=C(C=C2)C2=C(N(C=1N=CN=C(C12)N)C)C1=CC=C(C=C1)NC(C(=C)C)=O